azetidin-1-yl(piperidin-4-yl)methanone N1(CCC1)C(=O)C1CCNCC1